C(C)(C)(C)OC(=O)N1CC2(C1)[C@@H]([C@@H](C2)[C@H]2N1C(C3=CC=CC=C23)=CN=C1)O.CC=1C=C(C=CC1)N(C1=CC=CC=C1)C1=CC=C(C=C1)C1=CC=C(C=C1)N(C1=CC(=CC=C1)C)C1=CC=CC=C1 4,4'-bis[N-(3-methylphenyl)-N-phenylamino]biphenyl tert-butyl-(5R,6S)-5-hydroxy-6-((R)-5H-imidazo[5,1-a]isoindol-5-yl)-2-azaspiro[3.3]heptane-2-carboxylate